NC1=C2N(C(N(C2=NC(=N1)NC1=C(C=C(C=C1)S(=O)(=O)C)F)C(C)C)=O)C1=C2C=NNC2=C(C=C1)Cl 6-amino-7-(7-chloro-1H-indazol-4-yl)-2-{[2-fluoro-4-(methylsulfonyl)phenyl]amino}-9-isopropyl-7,9-dihydro-8H-purin-8-one